The molecule is an amino oligosaccharide that is a tridecasaccharide derivative in which two alpha-D-galactosyl-(1->3)-beta-D-galactosyl-(1->3)-[alpha-L-fucosyl-(1->4)]-N-acetyl-beta-D-glucosaminyl-(1->2)-alpha-D-mannosyl branched pentasaccharide chains are linked (1->3) and (1->6) to the mannose residue of a beta-D-mannosyl-(1->4)-N-acetyl-beta-D-glucosaminyl-(1->4)-N-acetyl-D-glucosamine trisaccharide. It is an amino oligosaccharide and a glucosamine oligosaccharide. C[C@H]1[C@H]([C@H]([C@@H]([C@@H](O1)O[C@@H]2[C@H](O[C@H]([C@@H]([C@H]2O[C@H]3[C@@H]([C@H]([C@H]([C@H](O3)CO)O)O[C@@H]4[C@@H]([C@H]([C@H]([C@H](O4)CO)O)O)O)O)NC(=O)C)O[C@H]5[C@H]([C@@H]([C@H](O[C@@H]5OC[C@@H]6[C@H]([C@@H]([C@@H]([C@@H](O6)O[C@@H]7[C@H](O[C@H]([C@@H]([C@H]7O)NC(=O)C)O[C@@H]8[C@H](OC([C@@H]([C@H]8O)NC(=O)C)O)CO)CO)O)O[C@@H]9[C@H]([C@H]([C@@H]([C@H](O9)CO)O)O)O[C@H]1[C@@H]([C@H]([C@@H]([C@H](O1)CO)O[C@H]1[C@H]([C@@H]([C@@H]([C@@H](O1)C)O)O)O)O[C@H]1[C@@H]([C@H]([C@H]([C@H](O1)CO)O)O[C@@H]1[C@@H]([C@H]([C@H]([C@H](O1)CO)O)O)O)O)NC(=O)C)O)CO)O)O)CO)O)O)O